tert-butyl (S)-(1-(4-(4-(3-acetamidoprop-1-yn-1-yl)thiazol-5-yl)phenyl)ethyl)carbamate C(C)(=O)NCC#CC=1N=CSC1C1=CC=C(C=C1)[C@H](C)NC(OC(C)(C)C)=O